8-[3-[(4,6-dimethyl-3-pyridyl)oxy]azetidin-1-yl]-3,4-dimethyl-pyrimido[4',5':4,5]thieno[2,3-c]pyridazine CC1=C(C=NC(=C1)C)OC1CN(C1)C1=NC=NC2=C1SC=1N=NC(=C(C12)C)C